O(S(=O)(=O)C(F)(F)F)C(CC(F)F)([2H])[2H] (1,1-dideutero-3,3-difluoro-propyl) triflate